N-[4-fluoro-5-[6-(2-methoxyethoxy)pyridin-3-yl]-2-[rac-(3R,5S)-3,4,5-trimethylpiperazin-1-yl]phenyl]-6-oxo-4-(trifluoromethyl)-1H-pyridine-3-carboxamide FC1=CC(=C(C=C1C=1C=NC(=CC1)OCCOC)NC(=O)C1=CNC(C=C1C(F)(F)F)=O)N1C[C@H](N([C@H](C1)C)C)C |r|